N-(3-hydroxypropyl)-N-(t-butoxycarbonyl)ethylenediamine OCCCN(CCN)C(=O)OC(C)(C)C